5-(chloromethyl)-1H-tetrazole ClCC1=NN=NN1